C(C=C)C1=C(C(C=C1)([Na])CC)CC=C diallyl-(ethylcyclopentadienylsodium)